(R)-1-(((3-(3,3-difluorobutyl)-2-methyl-1,1-dioxido-5-phenyl-7-(trifluoromethyl)-2,3,4,5-tetrahydrobenzo[f][1,2,5]thiadiazepin-8-yl)oxy)methyl)-3,3-difluorocyclobutanecarboxylic acid FC(CC[C@H]1N(S(C2=C(N(C1)C1=CC=CC=C1)C=C(C(=C2)OCC2(CC(C2)(F)F)C(=O)O)C(F)(F)F)(=O)=O)C)(C)F